C(C)(C)(C)OC(=O)N1CC(C(CC1)N1CCN(CC1)C1=CC=CC=2N(C(N(C21)C)=O)C2C(NC(CC2)=O)=O)(F)F 4-[4-[1-(2,6-dioxo-3-piperidinyl)-3-methyl-2-oxo-benzoimidazol-4-yl]piperazin-1-yl]-3,3-difluoro-piperidine-1-carboxylic acid tert-butyl ester